methyl (E)-2-((4-(8-(N'-hydroxy carbamimidoyl)-2-(1-(trifluoromethyl)cyclopropane-1-carbonyl)-2,6-diazaspiro[3.4]octane-6-carbonyl)-1H-pyrazol-1-yl)methyl)benzoate O\N=C(\N)/C1CN(CC12CN(C2)C(=O)C2(CC2)C(F)(F)F)C(=O)C=2C=NN(C2)CC2=C(C(=O)OC)C=CC=C2